C[C@@H]1O[C@H](CN(C1)CC(=O)NC=1C=NC(=C(C1)NC1=NN(C2=NC(=NC=C21)NC=2C=NN(C2)C)C)C)C 2-(trans-2,6-dimethylmorpholino)-N-(6-methyl-5-((1-methyl-6-((1-methyl-1H-pyrazol-4-yl)amino)-1H-pyrazolo[3,4-d]pyrimidin-3-yl)amino)pyridin-3-yl)acetamide